NN1C=NC(=C2N3C(N=C12)N(C(N3C)=O)CCN3CC1=C(CC3)SC=C1)C=1OC=CC1 5-Amino-3-[2-(6,7-dihydro-4H-thieno[3,2-c]pyridin-5-yl)ethyl]-8-(2-furyl)-1-methyl-[1,2,4]triazolo[5,1-f]purin-2-one